Br/C(/C(=O)O)=C(/C(=O)O)\Br 2,3-dibromomaleic acid